2-(((2-isopropylphenyl)carbamoyl)oxy)acetic acid ethyl ester C(C)OC(COC(NC1=C(C=CC=C1)C(C)C)=O)=O